C1(CC1)N1N=CC(=C1)NC1=NC=C(C(=N1)C1=CC(=C(OCC(C#N)(C)C)C=C1)F)C 3-(4-(2-((1-Cyclopropyl-1H-pyrazol-4-yl)amino)-5-methylpyrimidin-4-yl)-2-fluorophenoxy)-2,2-dimethylpropanenitrile